2-bromo-2'-fluoro-acetophenone BrCC(=O)C1=C(C=CC=C1)F